(2S)-1-[N2-cyclohexyl-N6-(methylsulfonyl)-D-lysyl]-4-[(4s,5S)-4-methyl-5-(3-methylphenyl)-4,5-dihydro-1,3-oxazol-2-yl]-N-(thiophen-2-ylmethyl)piperazine-2-carboxamide C1(CCCCC1)N[C@H](CCCCNS(=O)(=O)C)C(=O)N1[C@@H](CN(CC1)C=1O[C@H]([C@@H](N1)C)C1=CC(=CC=C1)C)C(=O)NCC=1SC=CC1